NCCCCCC1=CC=C(N)C=C1 4-(5-aminopentyl)aniline